C1(=CC=C(C=C1)C=1C(=CC=C2C(CCOC12)=O)O[C@@H](C1=CC=C(C(=O)N)C=C1)C1=CC=NC=C1)C1=CC=CC=C1 (S)-4-(((8-([1,1'-biphenyl]-4-yl)-4-oxochroman-7-yl)oxy)(pyridin-4-yl)methyl)benzamide